4-(4-oxo-4,9-dihydro-3H-pyrido[2',3':4,5]pyrrolo[2,3-d]pyrimidin-7-yl)-3,6-dihydropyridine-1(2H)-carboxylic acid tert-butyl ester C(C)(C)(C)OC(=O)N1CCC(=CC1)C1=CC2=C(C3=C(N=CNC3=O)N2)N=C1